1,3-dimethyl-4,5,6,7-tetrahydroindenyl-trimethoxytitanium CC1C(=C(C=2CCCCC12)C)[Ti](OC)(OC)OC